C(C)(C)(C)OC(N[C@@H]1C2=CC=C(C=C2CC12CCNCC2)F)=O (S)-(5-fluoro-1,3-dihydro-spiro[inden-2,4'-piperidin]-1-yl)carbamic acid tert-butyl ester